CC1=CC=CC(=N1)C1=NC=CC(=N1)C=1C(=NC(=NC1)NC=1SC=C(N1)CN1CCNCC1)N (2-(6-methylpyridin-2-yl)pyrimidin-4-yl)-N2-(4-(piperazin-1-ylmethyl)thiazol-2-yl)pyrimidine-2,4-diamine